Iridium carbon (3R)-3-hydroxy-4-methyl-N-[(1S)-1-[3-(2,2,2-trifluoroethoxy)phenyl]ethyl]-3-(trifluoromethyl)pentanamide O[C@](CC(=O)N[C@@H](C)C1=CC(=CC=C1)OCC(F)(F)F)(C(C)C)C(F)(F)F.[C].[Ir]